C(N)(O[C@@H](C(=O)N=S(=O)(C)C1=CC(=CC=C1)NC(C1=C(C=C(C=C1)C(F)(F)F)OC=1C(=NC(=CC1)F)C)=O)C(C)(C)C)=O (R)-(tert-butyl 2-(((3-(2-((6-fluoro-2-methylpyridin-3-yl) oxy)-4-(trifluoromethyl) benzamido) phenyl) (methyl) (oxo)-lambda6-thioxo) amino)-2-oxoethyl) carbamate